Di-methyl-diethoxysilan C[Si](OCC)(OCC)C